CC1=C(C(=O)NC=2OC(=NN2)C)C=CC(=C1S(=O)(=O)C)C(F)(F)F 2-Methyl-N-(5-Methyl-1,3,4-oxadiazole-2-yl)-3-(Methanesulfonyl)-4-(Trifluoromethyl)benzamide